C(C=C)(=O)N1[C@H](CN(CC1)C=1C2=C(N=C(N1)OC[C@H]1N(CCC1)C)C[C@H](OC2)C2=CC=CC1=CC=CC(=C21)C)CC#N 2-((S)-1-acryloyl-4-((S)-7-(8-methylnaphthalen-1-yl)-2-(((S)-1-methylpyrrolidin-2-yl)methoxy)-7,8-dihydro-5H-pyrano[4,3-d]pyrimidin-4-yl)piperazin-2-yl)acetonitrile